2'-chloro-5'-methylacetoacetanilide ClC1=C(NC(CC(=O)C)=O)C=C(C=C1)C